ClC=1C=CC(=NC1)C(=O)N1CC(CC1)C1=C(C=C(C=C1)C1=C(C=C(C=C1)F)C(C)O)CO (5-chloropyridin-2-yl)(3-(4'-fluoro-2'-(1-hydroxyethyl)-3-(hydroxymethyl)biphenyl-4-yl)pyrrolidin-1-yl)methanone